(5aR,6S,6aS)-3-((5-fluoro-1-(2-(trifluoromethyl)benzyl)-1H-indol-6-yl)methoxy)-5,5a,6,6a-tetrahydrocyclopropa[4,5]cyclopenta[1,2-c]pyridine-6-carboxylic acid FC=1C=C2C=CN(C2=CC1COC1=CC2=C(C=N1)[C@H]1[C@@H](C2)[C@@H]1C(=O)O)CC1=C(C=CC=C1)C(F)(F)F